5-(4-methylpiperazin-1-yl)thiazole CN1CCN(CC1)C1=CN=CS1